2'-Hydroxy-1,1'-binaphthalen-2-yl (1S,2R)-2-[(triisopropylsilyl)ethynyl]cyclopropane-1-carboxylate C(C)(C)[Si](C(C)C)(C(C)C)C#C[C@H]1[C@H](C1)C(=O)OC1=C(C2=CC=CC=C2C=C1)C1=C(C=CC2=CC=CC=C12)O